[N+](=O)([O-])C=1C=C(C=CC1C)OB(O)O 3-nitro-4-methyl-phenyl-boric acid